FC(C1CC(C1)OS(=O)(=O)C1=CC=C(C=C1)C)(F)F [3-(trifluoromethyl) cyclobutyl]4-Methylbenzenesulfonate